2-(2-chlorophenyl)-N-[6-(4-fluoroanilino)pyridazin-4-yl]acetamide ClC1=C(C=CC=C1)CC(=O)NC1=CN=NC(=C1)NC1=CC=C(C=C1)F